ClC=1C=C2C=CN=C(C2=C(C1)C)N[C@H]1CN(CCC1)C(=O)OC(C)(C)C tert-butyl (3R)-3-[(6-chloro-8-methyl-1-isoquinolyl)amino]piperidine-1-carboxylate